4-Methyl-2-{[(3R,6R)-6-methyl-1-{[2-(2H-1,2,3-triazol-2-yl)phenyl]carbonyl}piperidin-3-yl]oxy}pyridine-3-carbonitrile CC1=C(C(=NC=C1)O[C@H]1CN([C@@H](CC1)C)C(=O)C1=C(C=CC=C1)N1N=CC=N1)C#N